ClC=1C=C2C(CN(CC2=C(C1)Cl)C)C=1C=C(C=CC1)S(=O)(=O)NCCOCCOCCOCCNS(=O)(=O)C1=CC=C(C=C1)C1=CC=C(C=C1)S(=O)(=O)NCCOCCOCCOCCNS(=O)(=O)C1=CC(=CC=C1)C1CN(CC2=C(C=C(C=C12)Cl)Cl)C N4,N4'-bis(2-(2-(2-(2-(3-(6,8-dichloro-2-methyl-1,2,3,4-tetrahydroisoquinolin-4-yl)phenylsulfonamido)ethoxy)ethoxy)ethoxy)ethyl)biphenyl-4,4'-disulfonamide